BrCC(=O)N(CC1=C(C=CC=C1)C1=CC=C(C=C1)S(=O)(=O)NCCC)CC1=C(C=CC(=C1)Cl)OCCC 2-bromo-N-(5-chloro-2-propoxybenzyl)-N-(4'-(N-propylaminosulfonyl)-[1,1'-biphenyl]-2-ylmethyl)acetamide